CC1=C(C=CC=C1C1=C2C=NN(C2=CC=C1)C)OC(C)(C)O 2-Methyl-1-((3-(1-methyl-1H-indazol-4-yl)phenyl)oxy)isopropanol